BrC1=C(C(=CC=C1)Br)C1=NOC(=C1COC1=CC=C(C=C1)C1=CC(=CC=C1)C(=O)O)C(C)C 4'-((3-(2,6-dibromophenyl)-5-isopropylisoxazol-4-yl)methoxy)-[1,1'-biphenyl]-3-carboxylic acid